C(C1=CN=CC=C1)(=O)OCCCCCC[P+](C1=CC=CC=C1)(C1=CC=CC=C1)C1=CC=CC=C1 (6-(nicotinoyloxy)hexyl)triphenylphosphonium